7-(Benzyloxy)-9-Bromo-12-(7,8-Difluoro-6,11-Dihydrodibenzo[b,e]Thiepin-11-yl)-3,4,12,12a-Tetrahydro-1H-[1,4]Oxazino[3,4-c]Pyrido[2,1-f][1,2,4]Triazine-6,8-Dione C(C1=CC=CC=C1)OC=1C(C(=CN2N(C3N(C(C21)=O)CCOC3)C3C2=C(SCC1=C3C=CC(=C1F)F)C=CC=C2)Br)=O